ClC=1N=CCC(N1)NC1COCC1 2-chloro-4-(tetrahydrofuran-3-ylamino)-5H-pyrimidine